C(C)(C)(C)OC(=O)N1CC=2C=CC(=NC2C(C1)N1CCS(CC1)(=O)=O)C#N 2-cyano-8-(1,1-dioxothiomorpholino)-7,8-dihydro-1,6-naphthyridine-6(5H)-carboxylic acid tert-butyl ester